4-[(4-bromophenyl)methyl]tetrahydropyran-4-ol BrC1=CC=C(C=C1)CC1(CCOCC1)O